Ethyl 2-{[(2,4-dimethyl-thiophen-3-yl)carbamoyl]-oxy}-3-(1H-pyrazol-1-yl)-propanoate CC=1SC=C(C1NC(=O)OC(C(=O)OCC)CN1N=CC=C1)C